1,3-bis((trimethylol)methylamino)propane, trishydrochloride Cl.Cl.Cl.C(O)C(CO)(CO)NCCCNC(CO)(CO)CO